C1(CC1)NC(=O)C=1C(=CC(=NC1)NC1=NC=CC(=C1)C(=O)OC)NC1=C(C(=CC=C1)C1=NC=C(C=N1)F)OC methyl 2-{[5-(cyclopropylcarbamoyl)-4-{[3-(5-fluoropyrimidin-2-yl)-2-methoxyphenyl]amino}pyridin-2-yl]amino}pyridine-4-carboxylate